N-[2-((R)-3-Fluoro-pyrrolidin-1-yl)-5-methyl-6-morpholin-4-yl-pyridin-3-yl]-3,3-dimethylbutyramide F[C@H]1CN(CC1)C1=NC(=C(C=C1NC(CC(C)(C)C)=O)C)N1CCOCC1